N,N-dimethylaminochloroethane hydrochloride Cl.CN(C)C(C)Cl